FC(CN1CCN(CC1)C1=CC=C(C=C1)NC1=NC2=CC=CC=C2C=N1)F 2-((4-(4-(2,2-difluoroethyl)piperazin-1-yl)phenyl)amino)quinazolin